ON=C(CCCCCCC)C=1C=CC=2N(C3=CC=C(C=C3C2C1)C(C(=O)N1CC(CCC1)C)=O)C1=CC=C(C=C1)[N+](=O)[O-] 3-(1-hydroxyiminooctyl)-6-[2-(3-methylpiperidinyl)-2-oxoacetyl]-N-(4-nitrophenyl)carbazole